C1(CC1)S(=O)(=O)N=C1CC(=C(C(=O)NC2=CC(=NC(=C2)C)N2CCC(CC2)(F)F)C=C1)N1CCC2(CC2)CC1 4-(cyclopropanesulfonylimino)-N-(2-(4,4-difluoropiperidin-1-yl)-6-methylpyridin-4-yl)-2-(6-azaspiro[2.5]oct-6-yl)benzamide